COC1=NC2=CC=C(C=C2C=C1)B1OC(C(O1)(C)C)(C)C 2-Methoxy-6-(4,4,5,5-tetramethyl-1,3,2-dioxaborolan-2-yl)quinoline